3-[4-[4-[[4-(5-Amino-6-methoxy-indazol-2-yl)cyclohexyl]methyl-methyl-amino]-1-piperidyl]-3-methyl-2-oxo-benzimidazol-1-yl]piperidine-2,6-dione NC1=CC2=CN(N=C2C=C1OC)C1CCC(CC1)CN(C1CCN(CC1)C1=CC=CC=2N(C(N(C21)C)=O)C2C(NC(CC2)=O)=O)C